4-(5-(tert-butoxy)pyrimidin-2-yl)-N-(3-chloro-5-(methylsulfonyl)phenyl)thiophene-2-carboxamide C(C)(C)(C)OC=1C=NC(=NC1)C=1C=C(SC1)C(=O)NC1=CC(=CC(=C1)S(=O)(=O)C)Cl